3-amino-1-(2-fluorocyclopropyl)pyridin-2(1H)-one NC=1C(N(C=CC1)C1C(C1)F)=O